C(C)N1C(C2=C(C(=C1)C)N(C=C2NC2=CC(=NC=C2C(=O)NC([2H])([2H])[2H])NC2=NN(C=C2)C)C)=O 4-((5-Ethyl-1,7-dimethyl-4-oxo-4,5-dihydro-1H-pyrrolo[3,2-c]pyridin-3-yl)amino)-N-(methyl-d3)-6-((1-methyl-1H-pyrazol-3-yl)amino)nicotinamide